BrC1=CC=C(C=C1)C(C(=O)N(C)[C@H]1COCC=2NC(C=3C=C(C(=CC3C21)F)F)=O)(F)F (R)-2-(4-bromophenyl)-N-(8,9-difluoro-6-oxo-1,4,5,6-tetrahydro-2H-pyrano[3,4-c]isoquinolin-1-yl)-2,2-difluoro-N-methylacetamide